4-(((2-ethylthiomorpholino)sulfonyl)phenyl)-3-iodo-4-methoxybenzamide C(C)C1SCCN(C1)S(=O)(=O)C1=C(C=CC=C1)C1(C(C=C(C(=O)N)C=C1)I)OC